3β-hydroxy-5,24-cholestadiene O[C@@H]1CC2=CC[C@H]3[C@@H]4CC[C@H]([C@@H](CCC=C(C)C)C)[C@]4(CC[C@@H]3[C@]2(CC1)C)C